3-(8-(3,4-difluorophenyl)-6-azaspiro[3.4]octane-6-carbonyl)-1,2,4-oxadiazol-5(4H)-one FC=1C=C(C=CC1F)C1CN(CC12CCC2)C(=O)C2=NOC(N2)=O